C1(=CC=CC=C1)C1(C(C(=S)[S-])C=CC=C1)CCC 2-phenyl-2-propyl-benzodithioate